BrC=1C(=C2C=3C(=NC=NC3C1)N(CCO2)CCC#N)Cl 3-(9-bromo-8-chloro-5,6-dihydro-4H-[1,4]oxazepino[5,6,7-de]quinazolin-4-yl)propanenitril